tert-butyl (R)-2,2-dimethyl-4-((tosyloxy)methyl)piperidine-1-carboxylate CC1(N(CC[C@H](C1)COS(=O)(=O)C1=CC=C(C)C=C1)C(=O)OC(C)(C)C)C